(2-((R)-4-(4-fluoropyrazolo[1,5-a]pyridin-2-yl)-1,4,6,7-tetrahydro-5H-imidazo[4,5-c]pyridin-5-yl)pyrimidin-5-yl)(phenyl)methanol FC=1C=2N(C=CC1)N=C(C2)[C@@H]2N(CCC1=C2N=CN1)C1=NC=C(C=N1)C(O)C1=CC=CC=C1